N-methyl-5-(4-((3-methyl-4-oxo-4,5-dihydro-3H-pyrazolo[3,4-c]quinolin-7-yl)methyl)piperazin-1-yl)picolinamide CNC(C1=NC=C(C=C1)N1CCN(CC1)CC=1C=CC=2C3=C(C(NC2C1)=O)N(N=C3)C)=O